NC/C(/COC1=CC2=C(N=C(O2)NCC=2C=NC=CC2)C=C1)=C/F (Z)-6-((2-(aminomethyl)-3-fluoroallyl)oxy)-N-(pyridin-3-yl-methyl)benzo[d]-oxazol-2-amine